7-methoxy-4-(3-methoxy-5-(5-methyl-1,3,4-oxadiazol-2-yl)phenoxy)quinoline-6-carboxamide COC1=C(C=C2C(=CC=NC2=C1)OC1=CC(=CC(=C1)C=1OC(=NN1)C)OC)C(=O)N